COC=1C=C(C(=O)NC)C=CC1NCC#CC=1N(C2=CC=CC(=C2C1)NC1CCC(CC1)N1CCCC1)CC(F)(F)F 3-methoxy-N-methyl-4-((3-(4-(((1S,4S)-4-(pyrrolidin-1-yl)cyclohexyl)amino)-1-(2,2,2-trifluoroethyl)-1H-indol-2-yl)prop-2-yn-1-yl)amino)benzamide